C[Si](C)(C)C#CC1=C(C=CC=C1)CCC(=O)O 3-(2-((trimethylsilyl)ethynyl)phenyl)propionic acid